N-(4-(4-amino-3-(3-fluoro-4-((4-methylpyrimidin-2-yl)oxy)phenyl)-7-(1-(trifluoromethyl)-1H-pyrazol-4-yl)thieno[3,2-c]pyridin-2-yl)-3-methylphenyl)methacrylamide NC1=NC=C(C2=C1C(=C(S2)C2=C(C=C(C=C2)NC(C(=C)C)=O)C)C2=CC(=C(C=C2)OC2=NC=CC(=N2)C)F)C=2C=NN(C2)C(F)(F)F